4-(6-(2,2-dimethyl-3-oxopiperazine-1-carbonyl)-1-isobutyl-1H-pyrrolo[2,3-b]pyridin-3-yl)benzonitrile CC1(N(CCNC1=O)C(=O)C1=CC=C2C(=N1)N(C=C2C2=CC=C(C#N)C=C2)CC(C)C)C